CC1=NN=C(O1)C=1C(=C2C(=NC1)N(C=C2)COCC[Si](C)(C)C)NC2CC(C2)NC(OC(C)(C)C)=O tert-butyl ((1s,3s)-3-((5-(5-methyl-1,3,4-oxadiazol-2-yl)-1-((2-(trimethylsilyl)ethoxy)methyl)-1H-pyrrolo[2,3-b]pyridin-4-yl)amino)cyclobutyl)carbamate